ClC=1C=C2C(=CC1)NC(C21CCN(CC1)CCOC1=CC(=C(C=C1)C1(COC1)S(=O)(=O)C)C(F)(F)F)=O 5-chloro-1'-{2-[4-(3-methanesulfonyl-oxetan-3-yl)-3-(trifluoro-methyl)phenoxy]ethyl}-1,2-dihydrospiro[indole-3,4'-piperidin]-2-one